OCCN1C=NCC1 N-hydroxyethyl-2-imidazoline